Cl.C[C@@H](CCC)NC=1N=CC2=C(N1)N(C=C2[C@@H]2CC[C@@H](CC2)CN2CCNCC2)[C@@H]2CC[C@H](CC2)O trans-4-[2-[(2S)-pentan-2-ylamino]-5-[cis-4-(piperazin-1-ylmethyl)cyclohexyl]pyrrolo[2,3-d]pyrimidin-7-yl]cyclohexan-1-ol hydrochloride